CC(C(=O)N1CC1)=C 2-methyl-acryl-aziridine